6,6-difluoro-2-(6-(2-methyl-2H-pyrazolo[3,4-b]pyridin-5-yl)thieno[2,3-b]pyridin-2-yl)spiro[3.3]heptan-2-ol FC1(CC2(CC(C2)(O)C2=CC=3C(=NC(=CC3)C3=CC=4C(N=C3)=NN(C4)C)S2)C1)F